(S)-2-((((1R,4S)-4-(aminomethyl)cyclohexyl)methyl)amino)-3-(2-naphthyl)propionamide NCC1CCC(CC1)CN[C@H](C(=O)N)CC1=CC2=CC=CC=C2C=C1